Br[Si]1(C[SiH](C1)Cl)CCC 1-bromo-3-chloro-1-propyl-1,3-disilacyclobutane